(S)-(+)-2-(methoxymethyl)pyrrolidine methyl-1-((1,4-dimethyl-1H-benzo[d][1,2,3]triazol-5-yl)(3-(((4-methoxybenzyl)oxy)methyl)-4-methylphenyl)methyl)cyclobutane-1-carboxylate COC(=O)C1(CCC1)C(C1=CC(=C(C=C1)C)COCC1=CC=C(C=C1)OC)C1=C(C2=C(N(N=N2)C)C=C1)C.COC[C@H]1NCCC1